1-(trans-2-Phenylcyclopropyl)-4-(N-propionylanilino)piperidine C1(=CC=CC=C1)[C@H]1[C@@H](C1)N1CCC(CC1)N(C1=CC=CC=C1)C(CC)=O